ethyl 2-(4-bromophenyl)-acetate BrC1=CC=C(C=C1)CC(=O)OCC